2,4-dioxo-4-phenyl-butyric acid ethyl ester C(C)OC(C(CC(C1=CC=CC=C1)=O)=O)=O